COCCNC(=O)[C@@H]1CC[C@H](CO1)NC(OCC1=CC=CC=C1)=O Benzyl {(3R,6S)-6-[(2-methoxyethyl) carbamoyl]tetrahydro-2H-pyran-3-yl}carbamate